3-(((7-(2-aminopyrimidin-4-yl)-2,3-dihydrofuro[3,2-c]pyridin-4-yl)amino)methyl)-N-(7-(2-(dimethylamino)-2-oxoethyl)-7-azaspiro[3.5]nonan-2-yl)benzamide NC1=NC=CC(=N1)C=1C2=C(C(=NC1)NCC=1C=C(C(=O)NC3CC4(C3)CCN(CC4)CC(=O)N(C)C)C=CC1)CCO2